5-bromo-N-(4-fluorophenyl)pyridin-3-amine BrC=1C=C(C=NC1)NC1=CC=C(C=C1)F